(1s,4R)-N-((S)-4-(5-(5-fluoro-2-methoxypyridin-4-yl)-1H-pyrazole-3-carbonyl)-4-azaspiro[2.5]octan-7-yl)-4-hydroxy-4-(trifluoromethyl)cyclohexane-1-carboxamide FC=1C(=CC(=NC1)OC)C1=CC(=NN1)C(=O)N1C2(CC2)C[C@H](CC1)NC(=O)C1CCC(CC1)(C(F)(F)F)O